(3R,S)-7-propyl-2,3,6,7-tetrahydro-1,4-thiazepine-3-carboxylic acid C(CC)[C@H]1CC=N[C@@H](CS1)C(=O)O